COC=1C(=NC(=CC1)C1=CN=NC(=C1)OCC1=CC=C(C=C1)OC(F)(F)F)[C@@H]1[C@H](C1)C(=O)O (1S,2S)-2-[3-methoxy-6-(6-{[4-(trifluoromethoxy)benzyl]oxy}pyridazin-4-yl)pyridin-2-yl]cyclopropanecarboxylic acid